N-(5-((2-(2-oxa-5-azaspiro[3.4]octan-5-yl)ethyl)carbamoyl)-2-methylpyridin-3-yl)-2-(1,3,5-trimethyl-1H-pyrazol-4-yl)pyrazolo[5,1-b]thiazole-7-carboxamide C1OCC12N(CCC2)CCNC(=O)C=2C=C(C(=NC2)C)NC(=O)C=2C=NN1C2SC(=C1)C=1C(=NN(C1C)C)C